(S)-3-(difluoromethoxy)-4-(5-(3,5-dimethylisoxazol-4-yl)-1-(1-(pyridin-2-yl)ethyl)-1H-pyrrolo[2,3-b]pyridin-3-yl)benzoic acid FC(OC=1C=C(C(=O)O)C=CC1C1=CN(C2=NC=C(C=C21)C=2C(=NOC2C)C)[C@@H](C)C2=NC=CC=C2)F